FC1(C(C1)C=1C=NC=2N(C1)C=C(N2)C(=O)O)F 6-(2,2-difluorocyclopropyl)imidazo[1,2-a]Pyrimidine-2-carboxylic acid